2-Methyl-5-((1-methylazetidin-2-yl)methoxy)-N-((S)-2,2,2-trifluoro-1-(naphthalen-1-yl)ethyl)benzamide CC1=C(C(=O)N[C@H](C(F)(F)F)C2=CC=CC3=CC=CC=C23)C=C(C=C1)OCC1N(CC1)C